C(C=C)(=O)N1C[C@@H]2N(C(C=3C=C(C(=C4C=NN(C34)CC2)C2=CC=C(C=3SC(=C(C32)C#N)N)F)F)=O)CC1 (S)-4-((R)-10-Acryloyl-2-fluoro-14-oxo-8,8a,9,10,11,12-hexahydro-7H,14H-pyrazino[1',2':5,6][1,5]diazocino[3,2,1-hi]indazol-3-yl)-2-amino-7-fluorobenzo[b]thiophene-3-carbonitrile